FC1=C(OC2=C(C=C(C=C2)NS(=O)(=O)CC)C=2C3=C(C(N(C2)C)=O)NC=C3)C=CC(=C1)F N-[4-(2,4-difluorophenoxy)-3-(6-methyl-7-oxo-6,7-dihydro-1H-pyrrolo[2,3-c]pyridin-4-yl)phenyl]ethanesulfonamide